valyl-aspartyl-(2,6-difluorophenoxy) methyl ketone CC(=O)OC1=C(C(=CC=C1F)C([C@@H](NC([C@@H](N)C(C)C)=O)CC(=O)O)=O)F